OCCC1=CC2=C(N(C(O2)=O)C2C(NC(CC2)=O)=O)C=C1 3-(6-(2-hydroxyethyl)-2-oxobenzo[d]oxazol-3(2H)-yl)piperidine-2,6-dione